3-((4-((4-((((1R,2S,4R)-1,7,7-trimethylbicyclo[2.2.1]heptan-2-yl)amino)methyl)benzyl)amino)phenyl)amino)piperidine-2,6-dione C[C@@]12[C@H](C[C@@H](CC1)C2(C)C)NCC2=CC=C(CNC1=CC=C(C=C1)NC1C(NC(CC1)=O)=O)C=C2